2-(dichloromethyl)-4,5-dihydro-5-[4-(methylsulfonyl)-phenyl]-4-oxazolemethanol ClC(C=1OC(C(N1)CO)C1=CC=C(C=C1)S(=O)(=O)C)Cl